(2,2-diethoxyethyl)-2-methylbutan-1-amine C(C)OC(CC(C(CC)C)N)OCC